2-(2-((2R,5S)-4-(2-(4-((6-hydroxy-2-(4-(methylsulfonyl)phenyl)naphthalene-1-yl)oxy)phenoxy)ethyl)-2,5-dimethylpiperazin-1-yl)ethoxy)acetic acid hydrochloride Cl.OC=1C=C2C=CC(=C(C2=CC1)OC1=CC=C(OCCN2C[C@H](N(C[C@@H]2C)CCOCC(=O)O)C)C=C1)C1=CC=C(C=C1)S(=O)(=O)C